N-methyl-5h,6h,7h,8h-pyrido[4,3-d]pyrimidin-2-amine CNC=1N=CC2=C(N1)CCNC2